6-[(4-chloro-1H-indol-6-yl)amino]-4-[4-(2-methylpropyl)piperazin-1-yl]pyridine-2-carbonitrile ClC1=C2C=CNC2=CC(=C1)NC1=CC(=CC(=N1)C#N)N1CCN(CC1)CC(C)C